FC1=C(C=C(C(=C1)F)F)CCCCCC(=O)O 6-(2,4,5-trifluorophenyl)hexanoic acid